S(=O)(=O)(O)O.N1=CNC2=C1C=CC=C2 benzimidazole hydrogen sulfate